tri(p-fluorophenyl)boron FC1=CC=C(C=C1)B(C1=CC=C(C=C1)F)C1=CC=C(C=C1)F